4-(5-chloro-2-fluoroanilino)-2'-[(2R)-2-methyl-3-{[(5R)-5-methyl-5,6,7,8-tetrahydroquinolin-4-yl]oxy}propyl]-2',3'-dihydrospiro[cyclohexane-1,1'-indene]-4-carboxylic acid ClC=1C=CC(=C(NC2(CCC3(C(CC4=CC=CC=C34)C[C@H](COC3=CC=NC=4CCC[C@H](C34)C)C)CC2)C(=O)O)C1)F